FC1=CC=C(C=N1)C=1SC=C(N1)C(=O)NC1=CC2=CN(N=C2C=C1C1=CSC=C1)CCC(C)(C)O 2-(6-fluoropyridin-3-yl)-N-(2-(3-hydroxy-3-methylbutyl)-6-(thiophene-3-yl)-2H-indazol-5-yl)thiazole-4-carboxamide